C1(CC1)C1=C(C(=NO1)C1=C(C=CC=C1Cl)Cl)COCC12CCC(CC1)(CC2)C(N)=S 4-(((5-cyclopropyl-3-(2,6-dichlorophenyl)isoxazol-4-yl)methoxy)methyl)bicyclo[2.2.2]octane-1-carbothioamide